(R)-4,5-dimethyl-5-(trifluoromethyl)furan-2(5H)-one CC1=CC(O[C@]1(C(F)(F)F)C)=O